2-(1-chloro-cyclopropan-1-yl)-1-(2-chlorophenyl)-2-hydroxy-3-(1,2,4-triazolidine-5-thion-1-yl)-propane ClC1(CC1)C(CC1=C(C=CC=C1)Cl)(CN1NCNC1=S)O